rac-tert-butyl (5-(2-((2R,5S)-2-(1H-indazol-6-yl)-5-methylpiperidin-1-yl)-2-oxoacetamido)-3-methylpyridin-2-yl)carbamate N1N=CC2=CC=C(C=C12)[C@@H]1N(C[C@H](CC1)C)C(C(=O)NC=1C=C(C(=NC1)NC(OC(C)(C)C)=O)C)=O |r|